CN1N=C(C=C1CNC1CCCCC1)C N-[(2,5-dimethylpyrazol-3-yl)methyl]cyclohexanamine